N-[3-methyl-4-(1-methylbenzotriazol-5-yl)oxy-phenyl]-6-methylsulfonyl-pyrimido[5,4-d]pyrimidin-4-amine CC=1C=C(C=CC1OC1=CC2=C(N(N=N2)C)C=C1)NC=1C2=C(N=CN1)C=NC(=N2)S(=O)(=O)C